SSCCCS 3-mercaptothio-propanethiol